C(C(C)C)C=1C=CC(=C(C1)N1CCN(CC1)CC=1N=CSC1C)C=1N=NNN1 4-[[4-[5-isobutyl-2-(2H-tetrazol-5-yl)phenyl]piperazin-1-yl]methyl]-5-methyl-thiazole